O[C@@H]1[C@H](CCCC1)NC(=O)C=1C=CC(=C(C(=O)O)C1)C 5-{[(1S,2S)-2-hydroxycyclohexyl]carbamoyl}-2-methylbenzoic acid